(6aR,11aR)-3-hydroxy-9,10-dimethoxypterocarpan OC=1C=CC=2[C@@H]3OC4=C(C(=CC=C4[C@@H]3COC2C1)OC)OC